N-(3-aminocyclobutyl)-4-[2-chloro-4-[[5-[1-ethyl-3-(trifluoromethyl)pyrazol-4-yl]-1-methylimidazole-2-carbonyl]amino]benzoyl]piperazine-1-carboxamide NC1CC(C1)NC(=O)N1CCN(CC1)C(C1=C(C=C(C=C1)NC(=O)C=1N(C(=CN1)C=1C(=NN(C1)CC)C(F)(F)F)C)Cl)=O